6-chloro-7-(8-chloronaphthalen-1-yl)-4-((S)-3-(cyanomethyl)-4-(2-fluoroacryloyl)piperazin-1-yl)-2-((tetrahydro-1H-pyrrolizin-7a(5H)-yl)methoxy)-4a,8a-dihydroquinoline-3-acetonitrile ClC1=CC2C(=C(C(=NC2C=C1C1=CC=CC2=CC=CC(=C12)Cl)OCC12CCCN2CCC1)CC#N)N1C[C@@H](N(CC1)C(C(=C)F)=O)CC#N